NC1CCC(CC1)NC1=NC=C(C=N1)/C=C/C=1C=C(C(=NC1OC)NS(=O)(=O)C1=C(C=CC=C1)Cl)F N-(5-((E)-2-(2-(((1r,4r)-4-aminocyclohexyl)amino)pyrimidin-5-yl)vinyl)-3-fluoro-6-methoxypyridin-2-yl)-2-chloro-benzenesulfonamide